COC1=CC=C(C=C1)C=CCO 3-(4-methoxyphenyl)-2-propen-1-ol